N-(1,3-dimethyl-1H-indazol-6-yl)-5-methoxy-2,2-dimethyl-2H-chromen-6-carboxamide CN1N=C(C2=CC=C(C=C12)NC(=O)C=1C(=C2C=CC(OC2=CC1)(C)C)OC)C